n-nonanyl acetate CCCCCCCCCOC(=O)C